S1C(=CC=C1)CNC(OC(C)(C)C)=O tert-butyl (thiophen-2-ylmethyl)carbamate